3-(1-oxo-5-(1-(thiazol-2-ylmethyl)piperidin-4-yl)isoindolin-2-yl)piperidine-2,6-dione O=C1N(CC2=CC(=CC=C12)C1CCN(CC1)CC=1SC=CN1)C1C(NC(CC1)=O)=O